((3aR,4R,7R,7aR)-4-(hydroxymethyl)-2,2-dimethyltetrahydro-4H-[1,3]dioxolo[4,5-c]pyran-7-yl)acetamide OC[C@H]1OC[C@H]([C@@H]2[C@H]1OC(O2)(C)C)CC(=O)N